FC1=C2C(N(C=NC2=CC=C1C1=CC=C(C=C1)C1CCN(CC1)C)C(C(=O)O)C1=CC(=CC=C1)F)=O 2-(5-Fluoro-6-(4-(1-methyl-piperidin-4-yl)phenyl)-4-oxo-quinazolin-3(4H)-yl)-2-(3-fluorophenyl)acetic acid